cyclohexanetriformyl chloride C1(C(CCCC1)C(=O)Cl)(C(=O)Cl)C(=O)Cl